C(CCC)(C1=C(C(=CC(=C1)C)C(C)(C)C)O)C1=C(C(=CC(=C1)C)C(C)(C)C)O 2,2'-butylidene-bis(4-methyl-6-t-butylphenol)